C(CCCCCCCCCCC)N(C1CN(CCN1NCCCCCCCCCCCC)CCN(NCCCCCCCCCCCC)NCCCCCCCCCCCC)CCCCCCCCCCCC 3-(didodecylamino)-N1,N1,4-tris(dodecylamino)-1-piperazineethylamine